2-isopropyl-1-(6-(2-hydroxypropan-2-yl)-4-(methoxymethoxy)pyridin-2-yl)-6-methylsulfanyl-1,2-dihydro-3H-pyrazolo[3,4-d]pyrimidin-3-one C(C)(C)N1N(C2=NC(=NC=C2C1=O)SC)C1=NC(=CC(=C1)OCOC)C(C)(C)O